FC1=NC=CC=C1C=1NC2=CC=C(C=C2C1C)CNC(=O)C=1C(=NC=NC1)C N-[[2-(2-fluoro-3-pyridinyl)-3-methyl-1H-indol-5-yl]methyl]-4-methyl-pyrimidine-5-carboxamide